BrC1=CC2=C(N(C(N2C)=O)C(CCC(=O)OC)(C)C#N)C=C1 methyl 4-(5-bromo-3-methyl-2-oxo-benzimidazol-1-yl)-4-cyano-pentanoate